citral phenylbutyrate C1(=CC=CC=C1)OC(CCC)=O.CC(C)=CCCC(C)=CC=O